(2R)-N-((S or R)-(5-chloro-6-(trifluoro-methyl)pyridin-3-yl)(4-(trifluoromethoxy)phenyl)methyl)-2-methyl-3-oxopiperazine-1-carboxamide ClC=1C=C(C=NC1C(F)(F)F)[C@@H](NC(=O)N1[C@@H](C(NCC1)=O)C)C1=CC=C(C=C1)OC(F)(F)F |o1:11|